C(C1=CC=CC=C1)OC=1C=C(C=CC1OC(F)F)C=1OC=C(N1)CNC(C1=C(C=CC=C1)OCC)=O N-[2-(3-benzyloxy-4-difluoromethoxyphenyl)oxazol-4-ylmethyl]-2-ethoxybenzamide